8-(1-hydroxyethyl)-thieno[3',2':4,5]pyrrolo[1,2-d][1,2,4]triazin-5(6H)-one OC(C)C1=NNC(C=2N1C1=C(C2)C=CS1)=O